CCCCCC1=CC(=C(C(=C1C(=O)O)[O-])[C@@H]2C=C(CC[C@H]2C(=C)C)C)O The molecule is a dihydroxybenzoate that is the conjugate base of cannabidiolic acid, obtained by deprotonation of the carboxy group. It derives from an olivetolate. It is a conjugate base of a cannabidiolic acid.